N4-(5-chloro-2-fluoro-phenyl)-7-[2-(3-methyloxetan-3-yl)ethynyl]quinazoline-4,6-diamine ClC=1C=CC(=C(C1)NC1=NC=NC2=CC(=C(C=C12)N)C#CC1(COC1)C)F